C1(CCCCC1)CCC(CC1=CC2=C(S1)C1=C3C=CC4=C(SC=C4)C3=C1C=C2)CCCC 2-(2-cyclohexylethyl)hexylbiphenyleno[1,2-b:5,6-b']dithiophene